C1(=CC=CC=C1)C=1CN1 3-phenyl-2H-azirene